[Cl-].CN1C=[N+](C=C1)C(CCCCCCCCCC)CCCCCCCCC 1-methyl-3-(eicosan-11-yl)-1H-imidazol-3-ium chloride